sodium (4-((4-(5-methoxypyridin-2-yl)phenoxy)methyl)-5-methylfuran-2-carbonyl)(o-tolylsulfonyl)amide COC=1C=CC(=NC1)C1=CC=C(OCC=2C=C(OC2C)C(=O)[N-]S(=O)(=O)C2=C(C=CC=C2)C)C=C1.[Na+]